C1(=CC=C(C=C1)CN[C@H]1C[C@H](N(C1)C(=O)OC(C)(C)C)C(=O)OC)C1=CC=CC=C1 1-(tert-butyl) 2-methyl (2S,4S)-4-(([1,1'-biphenyl]-4-ylmethyl)amino)pyrrolidine-1,2-dicarboxylate